C(=O)(OC(C)(C)C)N1C[C@H](CCC1)O (S)-1-BOC-3-piperidinol